3-chloro-1,4-hexadiene ClC(C=C)C=CC